COC(C1=CC(=C(C(=C1)Cl)OCCCCl)Cl)=O 3,5-Dichloro-4-(3-chloropropoxy)benzoic acid methyl ester